C(C)(C)(C)OC(=O)N1C2(CC2C=2C3=C(N=CN2)N(C=C3C3CC3)S(=O)(=O)CC3=CC=CC=C3)CNCC1 (5-cyclopropyl-7-toluenesulfonyl-7H-pyrrolo[2,3-d]pyrimidin-4-yl)-4,7-diazaspiro[2.5]octane-4-carboxylic acid tert-butyl ester